(E)-1-(2-aminophenyl)-3-(naphthalen-2-yl)prop-2-en-1-one NC1=C(C=CC=C1)C(\C=C\C1=CC2=CC=CC=C2C=C1)=O